C(C1=CC=C(C(=O)O)C=C1)(=O)O.C(C(C)C)C=1C(=C(O)C=CC1C(C)(C)C1=CC=C(C=C1)O)CC(C)C diisobutyl-Bisphenol A terephthalate